C(C)(C)(C)C1=C(C(=CC(=C1)O)P(C1CCCCC1)C1CCCCC1)O 2-(tert-butyl)-6-(dicyclohexylphosphino)benzene-1,4-diol